C1(CCC1)CN[C@H]1CN(CCC1)C=1C=NC(=CC1)C(C)N1N=NC(=C1)C1=NC(=CN=C1)N1CCCC1 (3R)-N-(cyclobutylmethyl)-1-(6-(1-(4-(6-(pyrrolidin-1-yl)pyrazin-2-yl)-1H-1,2,3-triazol-1-yl)ethyl)pyridin-3-yl)piperidin-3-amine